FC1(CCC(CC1)NCCC[C@@H](C)SC1=C(C=CC(=C1)C)S(=O)(=O)N1[C@@H](CCC1)C(=O)O)F |&1:11| ((2-(((RS)-5-((4,4-difluorocyclohexyl)amino)pentan-2-yl)thio)-4-methylphenyl)sulfonyl)-L-proline